OC1(CCN(CC1)CC1=CC=C(C=C1)C1=CC=C(C=C1)CC1=CC=C(C=C1)N1N=C(N=C1C)C(=O)N)C 1-(4-((4'-((4-hydroxy-4-methylpiperidin-1-yl)methyl)-[1,1'-biphenyl]-4-yl)methyl)phenyl)-5-methyl-1H-1,2,4-triazole-3-carboxamide